CC(/C=C/C(C(=O)OCC)NC(=O)C=1N(C2=CC(=NC=C2C1)C)COCC[Si](C)(C)C)(C)C ethyl (E)-5,5-dimethyl-2-(6-methyl-1-{[2-(trimethylsilyl) ethoxy] methyl}-1H-1,5-diazainden-2-ylcarbonylamino)-3-hexenoate